BrCC(=O)C1=CC(=C(C=C1)F)C(F)(F)F 2-bromo-1-(4'-fluoro-3'-(trifluoromethyl)phenyl)ethanone